ClC=1C=C(C=CC1OC(F)(F)F)CC(=O)O 2-[3-chloro-4-(trifluoromethoxy)phenyl]acetic acid